FC(C(=O)[O-])(F)F.C(C1=CC=CC=C1)OC1=C2C(=CNC2=CC=C1)\C=N\NC1=[NH+]CCCN1 (E)-2-(2-((4-(benzyloxy)-1H-indol-3-yl)methylene)hydrazineyl)-3,4,5,6-tetrahydropyrimidin-1-ium 2,2,2-trifluoroacetate